5-((5-(2-aminopyridin-3-yl)isoxazol-3-yl)methyl)-3-fluoro-N-(2-fluorophenyl)pyridin-2-amine NC1=NC=CC=C1C1=CC(=NO1)CC=1C=C(C(=NC1)NC1=C(C=CC=C1)F)F